3-(5-isopropyl-2-methylphenyl)propanal C(C)(C)C=1C=CC(=C(C1)CCC=O)C